CN(C[C@@H](C)OC1=C2C(=NC=NC2=CC(=C1)C=1C=NN(C1)C)NC=1C(=C2C=CC(=NC2=CC1)C)F)C (R)-5-((1-(dimethylamino)propan-2-yl)oxy)-N-(5-fluoro-2-methylquinolin-6-yl)-7-(1-methyl-1H-pyrazol-4-yl)quinazolin-4-amine